C(C)(C)(C)C1(N(CC1O)C(=O)[O-])C1=NC=CC(=C1)Br tert-butyl-(4-bromopyridin-2-yl)-3-hydroxyazetidine-1-carboxylate